ClC1=C(C=C2C=C(N=CC2=C1)NC(=O)[C@@H]1CC(OCC1)(C)C)[C@@H]1CC[C@H](CC1)N1C[C@@H](CC1)F (4S)-N-(7-chloro-6-(trans-4-((R)-3-fluoropyrrolidin-1-yl)cyclohexyl)isoquinolin-3-yl)-2,2-dimethyltetrahydro-2H-pyran-4-carboxamide